FC(CN1C(=NC2=C1C=C(C=C2)C=2C=CN1N=C(N=C(C12)OC)N[C@@H]1[C@H](CN(CC1)C1COC1)F)C)F 5-(1-(2,2-difluoroethyl)-2-methyl-1H-benzo[d]imidazol-6-yl)-N-((3s,4s)-3-fluoro-1-(oxetan-3-yl)piperidin-4-yl)-4-methoxypyrrolo[2,1-f][1,2,4]triazin-2-amine